4,9-di-tert-butyl-1,6-dioxa-4,9-diaza-5-silaspiro[4.4]Nonane C(C)(C)(C)N1CCO[Si]12OCCN2C(C)(C)C